4-(2-{[(4as,7ar)-1-methyl-octahydro-1H-cyclopenta[b]pyridin-4a-yl]methoxy}-4-{3,8-diazabicyclo[3.2.1]oct-3-yl}-8-fluoropyrido[4,3-d]pyrimidin-7-yl)-5-ethynyl-6-fluoronaphthalen-2-ol CN1[C@H]2[C@@](CCC1)(CCC2)COC=2N=C(C1=C(N2)C(=C(N=C1)C1=CC(=CC2=CC=C(C(=C12)C#C)F)O)F)N1CC2CCC(C1)N2